O1CC=NC=CC1 2,7-dihydro-1,4-oxaazepine